ClCC=1C(=C(C=CC1OC)F)F 3-chloromethyl-1,2-difluoro-4-methoxybenzene